5-[(2-Amino-3-fluoropyridin-4-yl)methyl]-3,4-difluoro-2-(2-fluoro-4-iodoanilino)benzamide tert-butyl-(3-(4-(quinoxalin-2-yl)-1H-pyrazol-1-yl)cyclohexyl)carbamate C(C)(C)(C)N(C(O)=O)C1CC(CCC1)N1N=CC(=C1)C1=NC2=CC=CC=C2N=C1.NC1=NC=CC(=C1F)CC=1C(=C(C(=C(C(=O)N)C1)NC1=C(C=C(C=C1)I)F)F)F